5-(8-((2S,2S)-2-(2,2-difluorobenzo[d][1,3]dioxol-5-yl)cyclopropyl)-3-fluoroimidazo[1,2-b]pyridazin-6-yl)pyrimidine-2,4(1H,3H)-dione FC1(OC2=C(O1)C=CC(=C2)[C@@H]2C(C2)C=2C=1N(N=C(C2)C=2C(NC(NC2)=O)=O)C(=CN1)F)F